Cl.N[C@H](CO)CC1CC1 (2S)-2-amino-3-cyclopropylpropan-1-ol HCl salt